tert-butyl (S,E)-2-(4-(4-(3-aminoprop-1-en-1-yl)phenyl)-2,3,9-trimethyl-6H-thieno[3,2-f][1,2,4]triazolo[4,3-a][1,4]diazepin-6-yl)acetate NCC=CC1=CC=C(C=C1)\C\1=N/[C@H](C=2N(C3=C1C(=C(S3)C)C)C(=NN2)C)CC(=O)OC(C)(C)C